((R)-2-hydroxy-2-methyl-1-(4-(((R)-2-methylpentyl)oxy)phenyl)propyl)carbamic acid tert-butyl ester C(C)(C)(C)OC(N[C@@H](C(C)(C)O)C1=CC=C(C=C1)OC[C@@H](CCC)C)=O